tert-butyl (1-(naphthalen-1-yl)ethyl)((4-oxochroman-2-yl)methyl)carbamate C1(=CC=CC2=CC=CC=C12)C(C)N(C(OC(C)(C)C)=O)CC1OC2=CC=CC=C2C(C1)=O